C1(=C(C(=C(C(=C1[2H])[2H])[2H])[2H])[2H])C=1C=CC=2NC3=CC=C(C=C3C2C1)C1=C(C(=C(C(=C1[2H])[2H])[2H])[2H])[2H] 3,6-bis(phenyl-2,3,4,5,6-d5)-9H-carbazole